6-nonyne-1-ol C(CCCCC#CCC)O